tert-butyl (2R,5S)-2,5-dimethyl-4-(5-phenyl-7-(4-(trifluoromethoxy)pyridin-2-yl)-7H-pyrrolo[2,3-d]pyrimidin-4-yl)piperazine-1-carboxylate C[C@H]1N(C[C@@H](N(C1)C=1C2=C(N=CN1)N(C=C2C2=CC=CC=C2)C2=NC=CC(=C2)OC(F)(F)F)C)C(=O)OC(C)(C)C